[O-]P([O-])(=O)OP(=O)(O)O.[Na+].[Na+] Di-sodium pyrophosphate